6,7-diethoxy-1,2,3,4-tetrahydroisoquinoline C(C)OC=1C=C2CCNCC2=CC1OCC